undecyl α-allyloxymethylacrylate C(C=C)OCC(C(=O)OCCCCCCCCCCC)=C